isoquinolinyl-(cinnoline) C1(=NC=CC2=CC=CC=C12)C=1N=NC2=CC=CC=C2C1